3-(2-fluorophenoxy)-6-(2,5,6-trimethylpyrimidin-4-yl)-5,6,7,8-tetrahydro-1,6-naphthyridine FC1=C(OC=2C=NC=3CCN(CC3C2)C2=NC(=NC(=C2C)C)C)C=CC=C1